((4-ethyl-2-methyloxazole-5-carbonyl)imino)-2,3-dihydrothiazolo[4,5-b]pyridine-6-carboxylic acid C(C)C=1N=C(OC1C(=O)N=C1SC=2C(=NC=C(C2)C(=O)O)N1)C